FC1(CC1)C(N1N=CC(=C1)C1=CC=C(C(=N1)C1=CC=2N(C=C1)N=C(N2)N2C(=CC=C2C)C)F)C2=CC=C(C=C2)F 7-(6-(1-(1-fluorocyclopropyl(4-fluorophenyl)methyl)-1H-pyrazol-4-yl)-3-fluoropyridin-2-yl)-2-(2,5-dimethyl-1H-pyrrol-1-yl)-[1,2,4]triazolo[1,5-a]pyridine